p-isobutylbromobenzene C(C(C)C)C1=CC=C(C=C1)Br